3-(2-(5-(1-(3,5-difluorophenyl)ethoxy)-1H-indazol-3-yl)-4,6-dihydropyrrolo[3,4-d]imidazol-5(1H)-yl)-N,N-dimethylcyclobutan-1-amine FC=1C=C(C=C(C1)F)C(C)OC=1C=C2C(=NNC2=CC1)C1=NC2=C(N1)CN(C2)C2CC(C2)N(C)C